CN[C@@H]1CNC[C@@H]1F |o1:2,6| (3R*,4S*)-N-methyl-4-fluoropyrrolidin-3-amine